ON1N=NC2=C1C=CN=C2 5-aza-1-hydroxybenzotriazole